methyl 3,5-dimethoxy-4-(prop-1-en-2-yl)benzoate COC=1C=C(C(=O)OC)C=C(C1C(=C)C)OC